COC1=C(C(=O)N)C=C(C=N1)NC(C(=O)N1[C@H](CC[C@@H](C1)C)C=1C=CC2=C(N=C(S2)[C@@]23CN(C(CC2)C3)C)C1)=O 2-methoxy-5-(2-((2R,5S)-5-methyl-2-(2-((4s)-2-methyl-2-azabicyclo[2.2.1]heptan-4-yl)benzo[d]thiazol-5-yl)piperidin-1-yl)-2-oxoacetamido)nicotinamide